CC1=C(C=C(C=N1)NC(=O)C1CN(C1)C(=O)OC(C)(C)C)NC(=O)C=1C=NN2C1C=NC(=C2)C=2C=NN(C2)C tert-butyl 3-((6-methyl-5-(6-(1-methyl-1H-pyrazol-4-yl)pyrazolo[1,5-a]pyrazine-3-carboxamido)pyridin-3-yl)carbamoyl)azetidine-1-carboxylate